N-(2-amino-4-chlorophenyl)-2-((1S,4S)-4-(6-fluoroquinolin-4-yl)cyclohexyl)-3-hydroxypropionamide NC1=C(C=CC(=C1)Cl)NC(C(CO)C1CCC(CC1)C1=CC=NC2=CC=C(C=C12)F)=O